C(#N)N1CC(CC1)CNC(=O)C=1N=C(SC1)C1=CC=CC=C1 N-((1-Cyanopyrrolidin-3-yl)methyl)-2-phenylthiazol-4-carboxamid